N-Ethyl-7-(1H-pyrazol-4-yl)-N-(2,2,6,6-tetramethylpiperidin-4-yl)-4H-chromeno[3,4-d]thiazol-2-amine C(C)N(C=1SC2=C(N1)COC=1C=C(C=CC12)C=1C=NNC1)C1CC(NC(C1)(C)C)(C)C